6-benzyloxyhexyl 4-methylbenzenesulfonate CC1=CC=C(C=C1)S(=O)(=O)OCCCCCCOCC1=CC=CC=C1